O1[C@@H](COCC1)CNC(=O)C1=C(C2=C(CCC3=CN(N=C23)CC2=CC=C(C=C2)C)O1)C N-[(2R)-1,4-dioxan-2-ylmethyl]-8-methyl-2-(4-methylbenzyl)-4,5-dihydro-2H-furo[2,3-g]indazole-7-carboxamide